CC1(CN2C(O1)=CC(=N2)C=2C(=CC(=NC2)NC(C)=O)NC2=NC(=CC(=C2)C2(COCC2)CO)S(=O)(=O)C)C N-(5-(2,2-dimethyl-2,3-dihydropyrazolo[5,1-b]oxazol-6-yl)-4-((4-(3-(hydroxymethyl)tetrahydrofuran-3-yl)-6-(methylsulfonyl)pyridin-2-yl)amino)pyridin-2-yl)acetamide